(2R,3S,5R)-5-(6-amino-2-fluoro-9H-purin-9-yl)-2-(((cyclopentanecarbonyl)oxy)methyl)-2-ethynyltetrahydrofuran NC1=C2N=CN(C2=NC(=N1)F)[C@H]1CC[C@@](O1)(C#C)COC(=O)C1CCCC1